C1CCCCCCO1 heptamethylene ether